N1(CCC1)C1=CC=C2C3(CC=4C(=NOC4C2=C1)NS(=O)(=O)C1=C(C=C(C=C1OC)C(=O)N1CC2CCC(C1)O2)OC)CC3 N-(8'-(azetidin-1-yl)-4'H-spiro[cyclopropane-1,5'-naphtho[2,1-d]isoxazol]-3'-yl)-4-(8-oxa-3-azabicyclo[3.2.1]octane-3-carbonyl)-2,6-dimethoxybenzenesulfonamide